sodium hydrogenphosphate-adipic acid C(CCCCC(=O)O)(=O)O.P(=O)(O)([O-])[O-].[Na+].[Na+]